rac-4-(2,3-dichloro-6-hydroxyphenyl)-1-((S)-2,3-dihydroxypropyl)pyrrolidine-2-thione ClC1=C(C(=CC=C1Cl)O)[C@H]1CC(N(C1)C[C@@H](CO)O)=S |&1:9|